C(C)(C)OC(=O)C1CC(CCC1)OC=1C(=NC(=CC1)C=1C=NN(C1COC1OCCCC1)C)C 3-((2-methyl-6-(1-methyl-5-(((tetrahydro-2H-pyran-2-yl)oxy)methyl)-1H-pyrazol-4-yl)pyridin-3-yl)oxy)cyclohexanecarboxylic acid isopropyl ester